C1(CC1)C1=CC=C2C=C(C(NC2=C1)=O)C(=O)O 7-cyclopropyl-2-oxo-1,2-dihydroquinoline-3-carboxylic acid